ClC1=CC(=C(COC2=CC=CC(=N2)C2=CC(=C(CC3=NC4=C(N3CCOC)C=CC=C4)C=C2)F)C=C1)F 2-(4-(6-(4-Chloro-2-fluorobenzyloxy)pyridin-2-yl)-2-fluorobenzyl)-1-(2-methoxyethyl)-1H-benzo[d]imidazol